bromo-N,N-bis(2,4-dimethoxybenzyl)-2-((5-methylthiazol-2-yl)methoxy)imidazo[2,1-f][1,2,4]triazin-4-amine BrC=1N=C2C(=NC(=NN2C1)OCC=1SC(=CN1)C)N(CC1=C(C=C(C=C1)OC)OC)CC1=C(C=C(C=C1)OC)OC